boronoic acid B(O)O